C(CCC#C)C1=NC2=CC=CC=C2C(=C1)Cl 2-(pent-4-yn-1-yl)-4-chloroquinoline